BrC=1C=CC(=C(CO[Si](C)(C)C(C)(C)C)C1)OC(F)(F)F ((5-bromo-2-(trifluoromethoxy)benzyl)oxy)(tert-butyl)dimethyl-silane